β-methoxy-N-methylpropanamide COCCC(=O)NC